CC1=CC=C2C(=CNC2=C1N1N=CC=N1)S(=O)(=O)Cl 6-methyl-7-(triazol-2-yl)-1H-indole-3-sulfonyl chloride